C1(CCC1)C1=CN=C(S1)C=1C=C(C(=O)N[C@H](C)C=2N=NC(=CC2)C)C=C(C1)OC[C@@H]1COCC1 3-(5-Cyclobutyl-1,3-thiazol-2-yl)-N-[(1R)-1-(6-methylpyridazin-3-yl)ethyl]-5-[(3S)-tetrahydrofuran-3-ylmethoxy]benzamide